CC(C(=O)OCCCC)(C)OCC(=C)C butyl 2-methyl-2-((2-methylallyl)oxy)propanoate